C(C)(C)N1N=C(C2=C(C=CC=C12)CC1=CC=C(C=C1)C(F)(F)F)C(=O)OC methyl 1-isopropyl-4-[[4-(trifluoromethyl) phenyl]methyl]-indazole-3-carboxylate